N4-(5-ethyl-1H-pyrazol-3-yl)-6-methoxy-N2,N2-dimethyl-7-(3-(pyrrolidin-1-yl)propoxy)quinazoline-2,4-diamine C(C)C1=CC(=NN1)NC1=NC(=NC2=CC(=C(C=C12)OC)OCCCN1CCCC1)N(C)C